2-cyclopropoxyethan C1(CC1)OCC